CC1=C(C(=O)N2CC(CCC2)CN2N=NC(=C2)C(C)(C)N)C=CC=C1C 2-(1-{[1-(2,3-dimethylbenzoyl)piperidin-3-yl]methyl}-1H-1,2,3-triazol-4-yl)propan-2-amine